1-chlorobenzoic acid Cyanomethyl-(phenyl)aminodithioformate C(#N)CSC(=S)NC1=CC=CC=C1.ClC1(C(=O)O)CC=CC=C1